(R)-4-(3-(dimethylamino)pyrrolidin-1-yl)-N1-(4-(7-methyl-1H-indol-3-yl)-5-(trifluoromethyl)pyrimidin-2-yl)benzene-1,3-diamine CN([C@H]1CN(CC1)C1=C(C=C(C=C1)NC1=NC=C(C(=N1)C1=CNC2=C(C=CC=C12)C)C(F)(F)F)N)C